ClC=1C=C(NCC2CCCC2)C=C(C1)Cl 3,5-dichloro-N-(cyclopentylmethyl)aniline